C1(=CC(=CC=C1)C1=NC(=NC(=N1)C1=CC=CC=C1)C1=CC=CC=C1)C=1C(=CC=CC1)C1=CC=C(C=C1)C1=NC(=NC(=N1)C1=CC=CC=C1)C1=CC=CC=C1 6,6'-([1,1':2',1''-terphenyl]-3,4''-diyl)bis(2,4-diphenyl-1,3,5-triazine)